C(C=C)(=O)C(CCC)(S(=O)(=O)O)N acryloyl-aminobutanesulfonic acid